ClC1=CN=C(C=C1C(=O)O)N1S(C(CC1)C)(=O)=O 5-chloro-2-(5-methyl-1,1-dioxidoisothiazolidin-2-yl)isonicotinic acid